1-[(5-acetyl-2-pyridyl)methyl]-3,7-dimethylpurine-2,6-dione C(C)(=O)C=1C=CC(=NC1)CN1C(N(C=2N=CN(C2C1=O)C)C)=O